Br.BrCCN1CC(OCC1)C 4-(2-bromoethyl)-2-methylmorpholine hydrobromide